7-methyl-N-(2-oxo-2,3,4,5-tetrahydro-1H-benzo[b]azepin-4-yl)-1H-indole CC=1C=CC=C2C=CN(C12)C1CC2=C(NC(C1)=O)C=CC=C2